ethyl 2-({6-[(1,3-benzothiazol-2-yl)amino]-4,5-dimethylpyridazin-3-yl}amino)-1,3-thiazole-4-carboxylate S1C(=NC2=C1C=CC=C2)NC2=C(C(=C(N=N2)NC=2SC=C(N2)C(=O)OCC)C)C